C(C1=CC=CC=C1)C1(NC2=CC=CC=C2CN1)C benzyl-2-methyl-2,4-dihydroquinazolin